[B-](F)(F)(F)F.C1CCN(C1)C(=[N+]2CCCC2)Cl 1-(chloro-1-pyrrolidinylmethylene)pyrrolidinium tetrafluoroborate